N-cyclobutyl-2-[(2,6-difluoro-4-pyridinyl)-(2-methoxyacetyl)amino]-5-methyl-thiazole-4-carboxamide C1(CCC1)NC(=O)C=1N=C(SC1C)N(C(COC)=O)C1=CC(=NC(=C1)F)F